(Z)-2-(2-(3-chloro-2-methylphenyl)-1-fluoroethenyl)-4,4,5,5-tetramethyl-1,3,2-dioxaborolan ClC=1C(=C(C=CC1)\C=C(/F)\B1OC(C(O1)(C)C)(C)C)C